NC1=CC=C2NC=3C=CC=CC3C(C2=C1)=O 7-aminoacridone